2-methyl-2-propanyl [5-(1-ethoxyvinyl)-6-fluoro-2-pyridinyl]carbamate C(C)OC(=C)C=1C=CC(=NC1F)NC(OC(C)(C)C)=O